ClC1=C(C=C(OCC=2NC(=NN2)C23CC(C2)C3)C=C1)F 3-(5-((4-chloro-3-fluorophenoxy)methyl)-4H-1,2,4-triazol-3-yl)bicyclo[1.1.1]pentan